benzo[d][1,3]dioxane O1COCC2=C1C=CC=C2